OC1=C(C=CC(=C1)O)C1(CCC1)NCC=1C(=C(C=CC1)NC(OCC1=CC=CC=C1)=O)F benzyl N-[3-({[1-(2,4-dihydroxyphenyl)cyclobutyl]amino} methyl)-2-fluorophenyl]carbamate